N1NCC(=C1)C(=N)N 4-dihydro-1H-pyrazole-carboxamidine